3-chloro-N-(4-((6-nitro-2-oxo-2H-benzopyran-4-yl)amino)phenyl)benzenesulfonamide ClC=1C=C(C=CC1)S(=O)(=O)NC1=CC=C(C=C1)NC1=CC(OC2=C1C=C(C=C2)[N+](=O)[O-])=O